ClC1=C(COC2=NC=3CN(CCC3C=C2I)C(=O)OC(C)(C)C)C=CC(=C1)C tert-butyl 2-((2-chloro-4-methylbenzyl)oxy)-3-iodo-5,8-dihydro-1,7-naphthyridine-7(6H)-carboxylate